BrC=1C=C(OC2CCOCC2)C=CC1[N+](=O)[O-] 4-(3-bromo-4-nitrophenoxy)tetrahydro-2H-pyran